2-[[5-[2-fluoro-4-(trifluoromethyl)phenyl]-3-methyl-triazol-4-yl]methyl]-5-(3-isopropoxyazetidin-1-yl)pyridazin-3-one FC1=C(C=CC(=C1)C(F)(F)F)C1=C(N(N=N1)C)CN1N=CC(=CC1=O)N1CC(C1)OC(C)C